(1-cyanocyclopropyl)-3-ethylsulfanyl-pyridine-2-carboxylic acid C(#N)C1(CC1)C1=C(C(=NC=C1)C(=O)O)SCC